(R)-3-((1-(3-(2-azabicyclo[2.2.2]octan-2-yl)-2-cyano-7-methylquinoxalin-5-yl)ethyl)amino)-6-chloropicolinic acid C12N(CC(CC1)CC2)C=2C(=NC1=CC(=CC(=C1N2)[C@@H](C)NC=2C(=NC(=CC2)Cl)C(=O)O)C)C#N